(2-(methylsulfonyl)vinyl)benzene CS(=O)(=O)C=CC1=CC=CC=C1